tert-butyl (2R,4S)-2-(((S)-1-((5-chloro-2-(1H-tetrazol-1-yl)benzyl)amino)-1-oxopropan-2-yl)carbamoyl)-4-(3,5-dimethoxybenzyl)pyrrolidine-1-carboxylate ClC=1C=CC(=C(CNC([C@H](C)NC(=O)[C@@H]2N(C[C@H](C2)CC2=CC(=CC(=C2)OC)OC)C(=O)OC(C)(C)C)=O)C1)N1N=NN=C1